C(C)(C)(C)OC(CC1=CC=C(C=C1)NC1=CC2=C(N(C(N2C)=O)C2C(NC(CC2)=O)=O)C=C1)=O.COC1=CC=C(C=C1)S(=O)(=O)NCCCCC(C)C 4-methoxy-N-(5-methylhexyl)benzenesulfonamide tert-butyl-2-[4-[[1-(2,6-dioxo-3-piperidyl)-3-methyl-2-oxo-benzimidazol-5-yl]amino]phenyl]acetate